(R)-(1-(2-(1H-indol-3-yl)ethyl)-6,7-dimethoxy-3,4-dihydroisoquinoline-2(1H)-yl)(morpholino) ketone N1C=C(C2=CC=CC=C12)CCC1N(CCC2=CC(=C(C=C12)OC)OC)[C@@H]1OCCN(C1)C(=O)N1C[C@@H](OCC1)N1C(C2=CC(=C(C=C2CC1)OC)OC)CCC1=CNC2=CC=CC=C12